N-[(2E)-1-(cyclopropylmethyl)pyridin-2(1H)-ylidene]oxacyclopentane-3-carboxamide C1(CC1)CN1\C(\C=CC=C1)=N\C(=O)C1COCC1